Cl.N1C(CC=CC=C1)=O azepin-2(3H)-one hydrochloride